Cl.NC(C(=O)N1CCN(CC1)C(=O)NC1=NC(N(C=C1)C1=CC(=C(C=C1)CC(C)NC1CC2(C1)CC(C2)N)F)=O)(C)C 4-(2-Amino-2-methylpropanoyl)-N-(1-(4-(2-((6-aminospiro[3.3]heptan-2-yl)amino)propyl)-3-fluorophenyl)-2-oxo-1,2-dihydropyrimidin-4-yl)piperazine-1-carboxamide Hydrochloride Salt